C(#N)C(C)(C)C1=CC=CC(=N1)CN1N=NC(=C1)C1=C2C(=NC(=C1)C=1C(=C(C#N)C=CC1)C)NC=N2 3-(7-(1-((6-(2-cyanoprop-2-yl)pyridin-2-yl)methyl)-1H-1,2,3-triazol-4-yl)-3H-imidazo[4,5-b]pyridin-5-yl)-2-methylbenzonitrile